methyl (S)-3-(3-bromo-5-(3,5-dimethyl-1H-pyrazol-1-yl)phenyl)-4-(7-((3,4-dihydro-2H-pyrido[3,2-b][1,4]oxazin-6-yl)methyl)-2,7-diazaspiro[3.5]nonan-2-yl)butanoate BrC=1C=C(C=C(C1)N1N=C(C=C1C)C)[C@H](CC(=O)OC)CN1CC2(C1)CCN(CC2)CC=2C=CC=1OCCNC1N2